nickel-cobalt-copper hydroxide [Cu](O)O.[Co].[Ni]